FC1(OC2=C(O1)C=C(C(=C2)C(=O)NC2=CC(=C(C=C2)F)C(F)(F)F)NC(C2=C(C=CC(=C2)C2CNCCC2)OC)=O)F 2,2-difluoro-N-(4-fluoro-3-(trifluoromethyl)phenyl)-6-(2-methoxy-5-(piperidin-3-yl)benzamido)benzo[d][1,3]dioxole-5-carboxamide